3-Chloro-7-methyl-6,7,8,9-tetrahydro-5H-pyrido[3,4-d]azepine ClC1=CC2=C(CCN(CC2)C)C=N1